N-(2,6-dibromo-4-(perfluoropropan-2-yl)phenyl)-3-nitro-4-(1H-1,2,4-triazol-1-yl)benzamide BrC1=C(C(=CC(=C1)C(C(F)(F)F)(C(F)(F)F)F)Br)NC(C1=CC(=C(C=C1)N1N=CN=C1)[N+](=O)[O-])=O